7-(4-(ethylamino)piperidin-1-yl)-N-(7-fluoro-2-methyl-2H-indazol-5-yl)-2-methoxybenzo[d]thiazole-4-carboxamide 2,2,2-trifluoroacetate FC(C(=O)O)(F)F.C(C)NC1CCN(CC1)C=1C=CC(=C2N=C(SC21)OC)C(=O)NC2=CC1=CN(N=C1C(=C2)F)C